9,10-bisphenylanthracene C1(=CC=CC=C1)C=1C2=CC=CC=C2C(=C2C=CC=CC12)C1=CC=CC=C1